NCCCCCP(OCC(CCCC)CC)(OCC(CCCC)CC)=O di(2-ethylhexyl) amino-pentylphosphonate